4-methyl-1,2-oxathiolane-2,2-dioxide CC1CS(OC1)(=O)=O